C(CCCCCCCCCCCCCCCCCCC)CN(C)CCC arachidyl-propyl-dimethylamine